CN1SC(C(=C1C)C(C)=O)=NC1=CC=C(C=C1)OC 2,3-dimethyl-4-acetyl-N-(4-methoxyphenyl)isothiazole-5(2H)-imine